5-((6-(methoxymethyl)pyridin-2-yl)methoxy)-1,3,4-thiadiazol-2-amine COCC1=CC=CC(=N1)COC1=NN=C(S1)N